(2R,4R)-6-chloro-4-hydroxy-N-{3-[5-(trifluoromethoxy)-2H-indazol-2-yl]bicyclo[1.1.1]pentan-1-yl}-3,4-dihydro-2H-1-benzopyran-2-carboxamide ClC=1C=CC2=C([C@@H](C[C@@H](O2)C(=O)NC23CC(C2)(C3)N3N=C2C=CC(=CC2=C3)OC(F)(F)F)O)C1